6-chloro-4-{4-[(2,3-difluorophenyl)methyl]piperazin-1-yl}-1-methyl-2-oxo-1,2-dihydro-1,5-naphthyridine ClC=1N=C2C(=CC(N(C2=CC1)C)=O)N1CCN(CC1)CC1=C(C(=CC=C1)F)F